[13CH2](CC)O n-propanol-13C